2-(2-methylbenzyl)-1-cyclopentanone CC1=C(CC2C(CCC2)=O)C=CC=C1